FC=1C(=C(C=CC1F)[C@H]1[C@@H](OC([C@H]1OC)(C)C)C(=O)NC1=CC(=NC=C1)C(=O)OC)OC |r| methyl rac-4-((2R,3R,4S)-3-(3,4-difluoro-2-methoxyphenyl)-4-methoxy-5,5-dimethyltetrahydrofuran-2-carboxamido)picolinate